OC1CC(CC1)C(=O)NC(C(NC1=CC=C(C=C1)[Si](C)(C)C)=O)C1=CC=C(C=C1)OC 3-hydroxy-N-(1-(4-methoxyphenyl)-2-oxo-2-((4-(trimethylsilyl)phenyl)amino)ethyl)cyclopentanecarboxamide